pyrrolidinyl-dimethyl-vinyl-silane N1(CCCC1)[Si](C=C)(C)C